NCC1=C(N)C=C(C=C1)Br 2-(aminomethyl)-5-bromoaniline